ClC=1C=CC(=NC1)CN1C(=NC=2N(C(N(C(C12)=O)CCCO)=O)C)OC=1C=C(C=CC1)C 7-((5-chloropyridin-2-yl)methyl)-1-(3-hydroxypropyl)-3-methyl-8-(m-tolyloxy)-1H-purine-2,6(3H,7H)-dione